C1(CC1)[C@@H]1[C@@H](CNCC1)N1C(C2=CC=CC=C2C1=O)=O ((3S,4R)-4-cyclopropylpiperidin-3-yl)isoindoline-1,3-dione